5-methyl-1-(o-tolyl)-1H-1,2,3-triazole-4-carboxylic acid CC1=C(N=NN1C1=C(C=CC=C1)C)C(=O)O